N-((S)-((1R,3s,5S)-Bicyclo[3.1.0]hexan-3-yl)(6-((R)-cyclopropyl(2-(3,3-difluorocyclobutyl)acetamido)methyl)-1H-benzo[d]imidazol-2-yl)methyl)-4-methyl-1,2,5-oxadiazole-3-carboxamide [C@H]12CC(C[C@@H]2C1)[C@H](NC(=O)C1=NON=C1C)C1=NC2=C(N1)C=C(C=C2)[C@H](NC(CC2CC(C2)(F)F)=O)C2CC2